(6-Methylbenzo[d]thiazol-2-yl)carbazone CC1=CC2=C(N=C(S2)NNC(=O)N=N)C=C1